[1-(3,5-dimethoxyphenyl)ethyl]-6-methyl-4-[(1-methylcyclopropyl)amino]furo[2,3-d]pyrimidine-5-carboxamide COC=1C=C(C=C(C1)OC)C(C)C=1N=C(C2=C(N1)OC(=C2C(=O)N)C)NC2(CC2)C